COC(OC)=O dimethylcarbonate